ClC=1SC2=NC(=C(C=C2N1)F)O[C@H]([C@@H](C)O)C (2R,3S)-3-((2-chloro-6-fluorothiazolo[5,4-b]pyridin-5-yl)oxy)butan-2-ol